NN1C(=C(C(C=C1)=O)OCC1=CC=CC=C1)C(=O)NCC1CC1 1-amino-3-(benzyloxy)-N-(cyclopropylmethyl)-4-oxo-1,4-dihydropyridine-2-carboxamide